beta-hydroxyethyl methacrylate phosphate P(=O)(O)(O)O.C(C(=C)C)(=O)OCCO